BrC1=CSC2=CN=CC(=C21)C(NC(=O)[C@@H]2[C@H]1C([C@H]1CN2C([C@H](C(C)(C)C)NC(C(F)(F)F)=O)=O)(C)C)C#N (1R,2S,5S)-N-[(3-bromothieno[2,3-c]pyridin-4-yl)-cyano-methyl]-3-[(2S)-3,3-dimethyl-2-[(2,2,2-trifluoroacetyl)amino]butanoyl]-6,6-dimethyl-3-azabicyclo[3.1.0]hexane-2-carboxamide